C1(=CC=CC=C1)CCN1CCC(CC1)N(C(=O)C=1OC=CC1)C1=NC=CN=C1 N-[1-(2-Phenylethyl)piperidin-4-yl]-N-pyrazin-2-yl-2-furamide